OCCC(C1=CC(=CC=C1)OC)C1N=NC2=CC=C(C=C2C1=O)C=1C=NN(C1)C1OCCCC1 3-(3-hydroxy-1-(3-methoxyphenyl)propyl)-6-(1-(tetrahydro-2H-pyran-2-yl)-1H-pyrazol-4-yl)cinnolin-4(3H)-one